Cl.C1(CCCC1)N1C(=CC2=C1N=CN=C2)C(=O)N(C)C 7-cyclopentyl-N,N-dimethyl-7H-pyrrolo[2,3-d]pyrimidine-6-carboxamide hydrochloride